BrC=1C=C(C=CC1)N1C=NC2=C1C=CC=C2 (3-bromophenyl)-1H-benzo[d]imidazole